C(C1=CC=CC=C1)OC1=C(C(=C(C(=O)OC2=C(C(=C(C(=O)OCOC)C(=C2C)C)C)C)C(=C1)C=C)C)C methoxymethyl 4-((4-(benzyloxy)-2,3-dimethyl-6-vinylbenzoyl)oxy)-2,3,5,6-tetramethylbenzoate